C1(=C(C=CC=C1)C1=C(C=CC=C1)C1=CC=CC=C1)C o-tolylbiphenyl